N(=[N+]=[N-])C1=CC=C(C=C1)CCCNC=1C2=C(N=C(N1)CC)SC(=C2)C N-(3-(4-azidophenyl)propyl)-2-ethyl-6-methylthieno[2,3-d]pyrimidin-4-amine